CC1(N(CCC2=C1N=C(N=C2N2[C@@H](COCC2)C)C2=C1C=CNC1=CC=C2)CC2=CC=CC=C2)C (R)-8,8-dimethyl-2-(1H-indol-4-yl)-4-(3-methylmorpholin-4-yl)-7-benzyl-5,6,7,8-tetrahydropyrido[3,4-d]pyrimidine